11-(4-cyclohexyl-2,3-difluoro-5-methyl-phenoxy)undecylphosphonic acid C1(CCCCC1)C1=C(C(=C(OCCCCCCCCCCCP(O)(O)=O)C=C1C)F)F